C1(=CC=CC=C1)N=NC1=C(C2=CC=CC=C2C=C1)O 2-(phenylazo)-1-naphthol